(quinolin-3-yl)-4-(5-(trifluoromethyl)-1,2,4-oxadiazol-3-yl)benzamide N1=CC(=CC2=CC=CC=C12)C1=C(C(=O)N)C=CC(=C1)C1=NOC(=N1)C(F)(F)F